2-(2-fluoro-4-(pyrrolidin-3-yl)phenyl)-6-methoxy-N-(1-methylpiperidin-4-yl)benzo[d]imidazo[2,1-b]thiazole-7-carboxamide dihydrochloride Cl.Cl.FC1=C(C=CC(=C1)C1CNCC1)C=1N=C2SC3=C(N2C1)C=C(C(=C3)C(=O)NC3CCN(CC3)C)OC